N-(2'-(4,4-difluorocyclohexyl)-[2,4'-bipyridine]-3'-yl)-5-fluoro-6-isopropoxynicotinamide FC1(CCC(CC1)C1=NC=CC(=C1NC(C1=CN=C(C(=C1)F)OC(C)C)=O)C1=NC=CC=C1)F